5-(3,3,3-trifluoro-1-(2-phenyl-1H-indol-3-yl)propyl)thiophene-2-sulfonyl fluoride FC(CC(C1=C(NC2=CC=CC=C12)C1=CC=CC=C1)C1=CC=C(S1)S(=O)(=O)F)(F)F